NC1=C(SC2=NC(=C(C=C21)F)C)C(=O)NC2CC=1C(=CC(=NC1CC2)N2CC1(C(C2)N)COCCC1)F 3-amino-N-(2-{4-amino-7-oxa-2-azaspiro[4.5]decan-2-yl}-4-fluoro-5,6,7,8-tetrahydroquinolin-6-yl)-5-fluoro-6-methylthieno[2,3-b]pyridine-2-carboxamide